OC1=C(C(N(C(N1C)=O)C)=O)C(\C=C\C1=CC=CC=C1)=O hydroxy-1,3-dimethyl-5-[(2E)-3-phenylprop-2-enoyl]-1,2,3,4-tetrahydropyrimidine-2,4-dione